C(C)(C)(C)OC(=O)N1CC2=C(N=C(N=C2)N2CCN(CC2)C2=NC=C(C=N2)C(=O)OCC)CC1 2-(4-(5-(ethoxycarbonyl)pyrimidin-2-yl)piperazin-1-yl)-7,8-dihydropyrido[4,3-d]Pyrimidine-6(5H)-carboxylic acid tert-butyl ester